COC(=O)C1=NN(C(C=C1Cl)=O)C1=C(C=CC=C1OC)F 4-chloro-1-(2-fluoro-6-methoxyphenyl)-6-oxo-1,6-dihydropyridazine-3-carboxylic acid methyl ester